BrC=1C=2OCC(N3CC(C(C(=CC1F)C32)=O)C=O)C 6-bromo-7-fluoro-2-methyl-10-oxo-4-oxa-1-azatricyclo[7.3.1.05,13]trideca-5(13),6,8-triene-11-carbaldehyde